(2R,3S,4S)-4-hydroxy-2-(4-methoxybenzyl)-pyrrolidin-3-yl acetate C(C)(=O)O[C@H]1[C@H](NC[C@@H]1O)CC1=CC=C(C=C1)OC